ClC1=NC=C(C(=N1)NC1=CC(=C(C=C1)Cl)OCC)Cl 2,5-Dichloro-N4-(4-chloro-3-ethoxyphenyl)pyrimidin-4-amine